S1C(=CC=C1)CCNC(CCCC(=O)N(CC=1SC=CC1)CC=1SC=CC1)=O N'-[2-(2-thienyl)ethyl]-N,N-bis(2-thienylmethyl)pentanediamide